C[NH-] anti-methylamide